BrC1=CC=CC(=N1)N1CCNCC1 1-(6-bromopyridin-2-yl)piperazine